ClC=1C=C(OC=2C=C(C=C(C2)C)C=2C3=C(C(N(C2)C)=O)NC(=C3)C(=O)NC3CCC(CC3)O)C=CC1C 4-(3-(3-chloro-4-methylphenoxy)-5-methylphenyl)-N-((1r,4r)-4-hydroxycyclohexyl)-6-methyl-7-oxo-6,7-dihydro-1H-pyrrolo[2,3-c]pyridine-2-carboxamide